tri-i-butyl(methyl)phosphonium tosylate S(=O)(=O)([O-])C1=CC=C(C)C=C1.C(C(C)C)[P+](C)(CC(C)C)CC(C)C